ClC=1C(=CC(=C(C(=O)NC=2C=NNC(C2)=O)C1)OC1=C2CCCC2=C(C=C1)F)C(F)(F)F 5-chloro-2-((7-fluoro-2,3-dihydro-1H-inden-4-yl)oxy)-N-(6-oxo-1,6-dihydropyridazin-4-yl)-4-(trifluoromethyl)benzamide